2-methyl-2,6-dihydro-7H-pyrazolo[4,3-d]pyrimidin-7-one dihydrochloride Cl.Cl.CN1N=C2C(N=CNC2=O)=C1